N-((5-(3,4-difluorophenyl)-1,3,4-thiadiazol-2-yl)methyl)-1-(2,6-dimethylpyridin-3-yl)-1H-1,2,3-triazole-4-carboxamide FC=1C=C(C=CC1F)C1=NN=C(S1)CNC(=O)C=1N=NN(C1)C=1C(=NC(=CC1)C)C